(R)-(4-(4-chloropyrazolo[1,5-a]pyridin-2-yl)-6,7-dihydro-1H-imidazo[4,5-c]pyridin-5(4H)-yl)(5-cyclobutyl-1,3,4-oxadiazol-2-yl)methanone ClC=1C=2N(C=CC1)N=C(C2)[C@@H]2N(CCC1=C2N=CN1)C(=O)C=1OC(=NN1)C1CCC1